COC1=CC=C(C=C1)CC(=O)NC [(4-methoxyphenyl)-acetyl]-methylamin